(S)-2-(N-Allyl-2-((S)-1-(2,3-difluorobenzyl)-5-oxopyrrolidin-2-yl)acetamido)-3-cyclopropylpropanoic acid C(C=C)N(C(C[C@H]1N(C(CC1)=O)CC1=C(C(=CC=C1)F)F)=O)[C@H](C(=O)O)CC1CC1